FC1=C(C=C(C=C1)OC1=CC=NC=2NC(CCC12)=O)CNC(OC(C)(C)C)=O tert-butyl N-[[2-fluoro-5-[(7-oxo-6,8-dihydro-5H-1,8-naphthyridin-4-yl)oxy]phenyl]methyl]carbamate